The molecule is a polyunsaturated fatty acid anion that is the conjugate base of eoxin A4, obtained by deprotonation of the carboxy group; major species at pH 7.3. It is an EpETE(1-), a long-chain fatty acid anion and a leukotriene anion. It is a conjugate base of an eoxin A4. CCCCC[C@H]1[C@@H](O1)/C=C/C=C/C=C\\C/C=C\\CCCC(=O)[O-]